P=[Se] selenophosphorus